C(C=1C(C(=O)[O-])=CC=CC1)(=O)[O-].[K+].[K+] Kalium phthalat